C[C@@H]1CN2C(C=3C=NN=C(C31)[C@](C(F)(F)F)(C)O)=CC(=N2)C23CCC(CC2)(CC3)C#N 4-[(S)-5-methyl-4-((S)-1,1,1-trifluoro-2-hydroxypropan-2-yl)-5,6-dihydropyrazolo[1',5':1,2]pyrido[3,4-d]pyridazin-9-yl]bicyclo[2.2.2]octane-1-carbonitrile